ClC1=C(C=C(N=N1)CNC1CCOCC1)C N-((6-Chloro-5-methylpyridazin-3-yl)methyl)tetrahydro-2H-pyran-4-amine